CCOCOCOCOCCC(=O)N 3,5,7,9-tetraoxadodecane-12-amid